FC(OC[C@H]1N(C[C@H](C1)OC1=CC=C(C=C1)C(F)(F)F)C1=CC=C(C(=O)N[C@@H](CNC(OC)=O)C2=CC=C(C=C2)S(=O)(=O)CC)C=C1)F methyl ((R)-2-(4-((2S,4S)-2-((difluoromethoxy)methyl)-4-(4-(trifluoromethyl) phenoxy)pyrrolidin-1-yl)benzoylamino)-2-(4-(ethylsulfonyl)phenyl)ethyl)carbamate